6-(trifluoromethyl)-1,2,3,4-tetrahydronaphthalen-1-amine FC(C=1C=C2CCCC(C2=CC1)N)(F)F